C(C)(C)NC(=O)C=1OC(=NN1)C1=C(C=CC=C1)NC1=CC=C(C=C1)C(F)(F)F N-isopropyl-5-(2-((4-(trifluoromethyl)phenyl)amino)phenyl)-1,3,4-oxadiazole-2-carboxamide